C(C)OC(CCCOCC(=O)OCC)=O 4-(ethoxycarbonyl)methoxybutyric acid ethyl ester